tert-butyl 3,3-difluoro-4-(4-((R)-3-methyl-2,6-dioxopiperidin-3-yl)phenyl)piperidine-1-carboxylate FC1(CN(CCC1C1=CC=C(C=C1)[C@@]1(C(NC(CC1)=O)=O)C)C(=O)OC(C)(C)C)F